tert-butyl (1R,5S)-3-[7-bromo-2,8-difluoro-6-(trifluoromethyl)quinazolin-4-yl]-3,8-diazabicyclo[3.2.1]octane-8-carboxylate BrC1=C(C=C2C(=NC(=NC2=C1F)F)N1C[C@H]2CC[C@@H](C1)N2C(=O)OC(C)(C)C)C(F)(F)F